N-(2-(2-(2H-tetrazol-5-yl)phenyl)-6-(benzyl(propyl)amino)pyridin-4-yl)-1-phenylcyclopropanecarboxamide N=1NN=NC1C1=C(C=CC=C1)C1=NC(=CC(=C1)NC(=O)C1(CC1)C1=CC=CC=C1)N(CCC)CC1=CC=CC=C1